OCCCN1N=C(C2=C1C(N(CC2)CC2(CC2)S(=O)(=O)C2(CC2)C)=O)C(=O)OCC ethyl 1-(3-hydroxypropyl)-6-((1-((1-methylcyclopropyl) sulfonyl) cyclopropyl) methyl)-7-oxo-4,5,6,7-tetrahydro-1H-pyrazolo[3,4-c]pyridine-3-carboxylate